C1OCC12CN(C2)C2=C(C(=CC=C2)N)N 3-(2-oxa-6-azaspiro[3.3]heptan-6-yl)benzene-1,2-diamine